C(C)(C)C1NC(CCC1)C(C)C 2,6-diisopropylpiperidine